(R)-N,N'-bis(3-methyl-5-carboxysalicylidene)-1,2-diphenylethylenediamine nickel (II) [Ni+2].CC1=C(C(C=N[C@@H](C(N=CC=2C(O)=C(C=C(C2)C(=O)O)C)C2=CC=CC=C2)C2=CC=CC=C2)=CC(=C1)C(=O)O)O